1,1'-(octan-1,8-diyl)bis(4-methylpyridin-1-ium) C(CCCCCCC[N+]1=CC=C(C=C1)C)[N+]1=CC=C(C=C1)C